N-(4-Chloro-3-(Pyridin-2-Yl)Phenyl)-4-((4-Methylpiperazin-1-Yl)Methyl)Benzamide ClC1=C(C=C(C=C1)NC(C1=CC=C(C=C1)CN1CCN(CC1)C)=O)C1=NC=CC=C1